O1N(CCC1)C(=O)O[C@H]1C[C@H](CC1)C=1NN=C(C1)NC(COC1=C(C(=CC(=C1)OC)O)/C=N/C(C)C)=O (1R,3S)-3-[5-(2-{3-hydroxy-2-[(1E)-(isopropylimino)methyl]-5-methoxyphenoxy}acetamido)-2H-pyrazol-3-yl]cyclopentyl 1,2-oxazolidine-2-carboxylate